1-Phenyl-4,5,6,7-tetrahydro-1H-pyrazolo[4,3-c]pyridine hydrochloride Cl.C1(=CC=CC=C1)N1N=CC=2CNCCC21